Methyl 4-[5-(benzenesulfonyl)-1-(4-fluorophenyl)-2-(4-hydroxytetrahydropyran-4-yl)pyrrolo[2,3-f]indol-3-yl]benzoate C1(=CC=CC=C1)S(=O)(=O)N1C=CC=2C=C3C(=CC12)C(=C(N3C3=CC=C(C=C3)F)C3(CCOCC3)O)C3=CC=C(C(=O)OC)C=C3